C(C1=CC=CC=C1)OC1=C(C(=CC=C1)[N+](=O)[O-])C 1-(benzyloxy)-2-methyl-3-nitrobenzene